N[C@@H](C(=O)O)CCCCCC (R)-2-Aminooctanoic acid